ClC=1C=C(C=CC1C(F)(F)F)C1=NC2=C(N1C(C(=O)NC1CCCCC1)C1CCCCC1)C=CC=C2 2-[2-(3-chloro-4-trifluoromethyl-phenyl)-benzimidazol-1-yl]-2,N-dicyclohexyl-acetamide